5-Chloro-2,4-dihydroxybenzaldehyde ClC=1C(=CC(=C(C=O)C1)O)O